ClC1=C(C=C2C=C(N=CC2=C1)NC(=O)[C@H]1[C@@H](C1)C=1C=NN(C1)C)C1CCN(CC1)[C@]1(COC[C@H]1F)C (1R,2R)-N-(7-chloro-6-(1-((3S,4S)-4-fluoro-3-methyltetrahydrofuran-3-yl)piperidin-4-yl)isoquinolin-3-yl)-2-(1-methyl-1H-pyrazol-4-yl)cyclopropane-1-carboxamide